1-[(3R)-3-aminopyrrolidin-1-yl]ethan-1-one hydrochloride Cl.N[C@H]1CN(CC1)C(C)=O